tert-butyl 1-(4-chloro-5-fluoro-2-methoxyphenyl)cyclopropane-1-carboxylate ClC1=CC(=C(C=C1F)C1(CC1)C(=O)OC(C)(C)C)OC